BrC1=NC=C(C(=C1)OC=1C(=NC(=NC1)N)NNC1=CC=CC=C1)C(C)C 5-((2-bromo-5-iso-propyl-pyridin-4-yl)oxy)-4-(2-phenyl-hydrazineyl)pyrimidin-2-amine